(S)-N-(3-(2-amino-6-morpholinopyridin-4-yl)-4-methylphenyl)-3-(2,2,2-trifluoroethyl)pyrrolidine-1-carboxamide NC1=NC(=CC(=C1)C=1C=C(C=CC1C)NC(=O)N1C[C@@H](CC1)CC(F)(F)F)N1CCOCC1